{2-[9-(5-fluoro-pyridin-2-yl)-6-oxa-spiro[4.5]dec-9-yl]-ethyl}-(2-(trifluoromethoxy)-benzyl)-amine FC=1C=CC(=NC1)C1(CCOC2(CCCC2)C1)CCNCC1=C(C=CC=C1)OC(F)(F)F